para-ethyl-phenol C(C)C1=CC=C(C=C1)O